FC(C1=C(C=NN1)NC(=O)[C@H]1[C@@H](CCCC1)C(C1=CC=C(C=C1)C1=NNC(=C1)C)=O)F (1R,2R)-N-[5-(Difluoromethyl)-1H-pyrazol-4-yl]-2-[4-(5-methyl-1H-pyrazol-3-yl)benzoyl]cyclohexanecarboxamide